N=1C=CN2C1C=CC(=C2)C(=O)OC methyl imidazo[1,2-a]pyridine-6-carboxylate